CC1=C(C=NN1)C=1C(=NC=CC1)C(=O)O 5-methyl-1H-pyrazol-4-ylPyridine-2-carboxylic acid